N-(4-{[4-(2,2-dimethylpropyl)piperazinyl]methyl}phenyl){[(4-methoxyphenyl)methyl]amino}carboxamide CC(CN1CCN(CC1)CC1=CC=C(C=C1)NC(=O)NCC1=CC=C(C=C1)OC)(C)C